N-(4-(2-cyano-7-((5-methoxy-7-methyl-1H-indol-4-yl)methyl)-7-azaspiro[3.5]nonan-6-yl)benzoyl)-O-methyl-serine C(#N)C1CC2(C1)CC(N(CC2)CC2=C1C=CNC1=C(C=C2OC)C)C2=CC=C(C(=O)N[C@@H](COC)C(=O)O)C=C2